6-((Benzyl(methyl)amino)methyl)-N2-(2-methoxyphenyl)pyrimidine-2,4-diamine C(C1=CC=CC=C1)N(C)CC1=CC(=NC(=N1)NC1=C(C=CC=C1)OC)N